N1CCC2=CC(=CC=C12)\C(=C(\CCC(=O)OC)/C1=CC=CC=C1)\C1=CC=C(C=C1)OC(C(C)(C)C)=O methyl (Z)-5-(indolin-5-yl)-4-phenyl-5-(4-(pivaloyloxy)phenyl)pent-4-enoate